N1C=CC=2C1=NC=CC2[C@H](C)OC=2C=C1C(=NNC1=CC2)C=2C=CC(=NC2)N2CC1(C2)CCN(CC1)C(C)=O (S)-1-(2-(5-(5-(1-(1H-pyrrolo[2,3-b]pyridin-4-yl)ethoxy)-1H-indazol-3-yl)pyridin-2-yl)-2,7-diazaspiro[3.5]nonan-7-yl)ethan-1-one